C(C)OC(C(O)(C)C(CCC)=O)=O butyryl-lactic acid ethyl ester